C(C)(=O)O[C@H]1[C@@H](O[C@@H](C1)C(C(F)(F)F)=O)N1C2=NC(=NC=C2N(C1=O)CCC(F)(F)F)N (2R,3R,5S)-2-{2-Amino-8-oxo-7-(3,3,3-trifluoropropyl)-7,8-dihydro-9H-purin-9-yl}-5-(2,2,2-trifluoroacetyl)tetrahydrofuran-3-yl acetate